O[C@H]1CN(C[C@@H]1O)C(=O)C=1C2=C(N(N1)CC(=O)N1CCN(CC1)C1=C(C(=CC=C1)C)C)CCC2 2-{3-[(3S,4S)-3,4-Dihydroxypyrrolidin-1-carbonyl]-5,6-dihydrocyclopenta[c]pyrazol-1(4H)-yl}-1-[4-(2,3-dimethylphenyl)piperazin-1-yl]ethan-1-on